FC=1C=C2C=C(NC2=CC1OCC1=NOC(=C1)C([2H])([2H])[2H])CNC(=O)C1(CC1)C N-{[5-fluoro-6-({5-[(2H3)methyl]-3-isoxazolyl}methoxy)-2-indolyl]methyl}1-methylcyclopropanecarboxamide